NC1=CC=C(C=C1)\N=N\C1=CC=C(C#N)C=C1 4-[(E)-(4-aminophenyl)azo]benzonitrile